2-(1-(4-amino-3-(4-(difluoromethoxy)-3-fluorophenyl)-1H-pyrazolo[3,4-d]pyrimidin-1-yl)ethyl)-5-fluoro-3-(4-fluorophenyl)-4H-chromen-4-one NC1=C2C(=NC=N1)N(N=C2C2=CC(=C(C=C2)OC(F)F)F)C(C)C=2OC1=CC=CC(=C1C(C2C2=CC=C(C=C2)F)=O)F